CC1=CC(=CC=2NC(OC21)=O)NC2=NC(=NC=C2C)NC2=CC(=C(C(=C2)C)C)C 7-methyl-5-(5-methyl-2-(3,4,5-trimethylphenylamino)pyrimidin-4-ylamino)benzo[d]oxazol-2(3H)-one